BrCC=1C(=NC=CC1)C(C)C (bromomethyl)-2-isopropylpyridine